C1CCC2=NC3=C(C(=C21)NC(=O)N=S(=O)(N)C2=NN(C(=C2)C(C)(C)O)C2=CC=CC=C2)CCC3 N'-((1,2,3,5,6,7-hexahydrodicyclopenta[b,e]pyridin-8-yl)carbamoyl)-5-(2-hydroxypropan-2-yl)-1-phenyl-1H-pyrazole-3-sulfonimidamide